OCCOC(C(=C)C)=O.S1C=NC(=C1)NS(=O)(=O)C=1C=NC=CC1 N-(thiazol-4-yl)pyridine-3-sulfonamide 2-hydroxyethyl-methacrylate